[Al].NCCC1=CC(O)=C(O)C=C1 dopamine aluminum